OC(COC(CCCCCCC\C=C\C\C=C\CCCCC)=O)CO.CC1=NC2=CC=CC=C2C(=N1)N1CCC2=CC=C(C=C12)C1=CC=C(N)C=C1 4-[1-(2-methylquinazolin-4-yl)-2,3-dihydro-1H-indol-6-yl]aniline 2,3-dihydroxypropyl-(9E,12E)-9,12-octadecadienoate